C[C@H]1CN(CC[C@@H]1C1=CC=C2C=NN(C2=C1)[C@@H]1OCCCC1)C1COC1 |&1:1| (R,R and S,S)-6-(3-methyl-1-(oxetan-3-yl)piperidin-4-yl)-1-(tetrahydro-2H-pyran-2-yl)-1H-indazole